cyclohexanecarbohydrazide C1(CCCCC1)C(=O)NN